(E)-1-[2,6-Dihydroxy-4-[(2S,5S)-3,4,5-trihydroxy-6-[[(2R,5R)-3,4,5-trihydroxy-6-methyloxan-2-yl]oxymethyl]oxan-2-yl]oxyphenyl]-3-(3-hydroxy-4-methoxyphenyl)prop-2-en-1-one OC1=C(C(=CC(=C1)O[C@@H]1OC([C@H](C(C1O)O)O)CO[C@@H]1OC([C@@H](C(C1O)O)O)C)O)C(\C=C\C1=CC(=C(C=C1)OC)O)=O